tert-butyl (R)-4-((5-methoxy-7-methyl-1-tosyl-1H-indol-4-yl)methyl)-3-(4-(methoxycarbonyl)phenyl)-piperazine-1-carboxylate COC=1C(=C2C=CN(C2=C(C1)C)S(=O)(=O)C1=CC=C(C)C=C1)CN1[C@@H](CN(CC1)C(=O)OC(C)(C)C)C1=CC=C(C=C1)C(=O)OC